methyl (S)-3-(2-formyl-4-methyl-1-(oxetan-2-ylmethyl)-1H-imidazol-5-yl)bicyclo[1.1.1]pentane-1-carboxylate C(=O)C=1N(C(=C(N1)C)C12CC(C1)(C2)C(=O)OC)C[C@H]2OCC2